C1(CCCC1)NC1=NC=NC=C1C#N 4-(cyclopentylamino)pyrimidine-5-carbonitrile